ClC1=CC=C(C=C1)C(C(=O)N1CCC2=CC(=C(C=C12)C(F)(F)F)OC)NC=1C=C(OCCC(C(=O)O)C)C=C(C1)OC 4-(3-((1-(4-chlorophenyl)-2-(5-methoxy-6-(trifluoromethyl)indolin-1-yl)-2-oxoethyl)amino)-5-methoxyphenoxy)-2-methylbutanoic acid